C(C1=CC=CC=C1)N1C[C@H](NCC1)CCO (R)-2-(4-Benzylpiperazin-2-yl)ethan-1-ol